C(#N)C=1C=C(C=C(C1)N1CC(C1)(F)F)NC(C1=C(C=C(C=C1)NS(=O)(=O)CCO)N1CCC2(CC2)CC1)=O N-(3-cyano-5-(3,3-difluoroazetidin-1-yl)phenyl)-4-(2-hydroxyethylsulfonylamino)-2-(6-azaspiro[2.5]oct-6-yl)benzamide